C1(CCCC1)CNC=1C2=C(N=C(N1)NC1=C(C=C(C=C1)S(=O)(=O)N1CCC(CC1)N1CCOCC1)OC)NC=C2C(F)(F)F N4-(cyclopentylmethyl)-N2-(2-methoxy-4-((4-morpholinopiperidin-1-yl)sulfonyl)phenyl)-5-(trifluoromethyl)-7H-pyrrolo[2,3-d]pyrimidine-2,4-diamine